2-((4-(3-methoxyphenyl)-2-thiocyanatobut-1,3-dien-1-yl)oxy)naphthalene COC=1C=C(C=CC1)C=CC(=COC1=CC2=CC=CC=C2C=C1)SC#N